(1R,3S,5R)-2-(2-(3-acetyl-7-methyl-5-(2-methylpyrimidin-5-yl)-1H-indazol-1-yl)acetyl)-5-methyl-N-(3-phenylpropyl)-2-azabicyclo[3.1.0]hexane-3-carboxamide C(C)(=O)C1=NN(C2=C(C=C(C=C12)C=1C=NC(=NC1)C)C)CC(=O)N1[C@@H]2C[C@@]2(C[C@H]1C(=O)NCCCC1=CC=CC=C1)C